BrC1=[N+](C=C(C=C1)OC)[O-] 2-bromo-5-methoxypyridine-1-oxide